Methyl 2-bromo-5-cyclobutylthiazole-4-carboxylate BrC=1SC(=C(N1)C(=O)OC)C1CCC1